tert-butyl 3-cyclopropyl-5-{2-[1-(3,4-difluorophenyl)pyrazol-3-yl]acetamido}pyrazole-1-carboxylate C1(CC1)C1=NN(C(=C1)NC(CC1=NN(C=C1)C1=CC(=C(C=C1)F)F)=O)C(=O)OC(C)(C)C